4-METHYL-1H-IMIDAZOLE-2-CARBALDEHYDE CC=1N=C(NC1)C=O